methylammonium monofluoride [F-].C[NH3+]